(2R)-2-[3-(5-chloro-2-{[trans-4-hydroxycyclohexyl]amino}pyrimidin-4-yl)-5-oxo-5H,6H,7H-pyrrolo[3,4-b]pyridin-6-yl]-N-[(1S)-2-hydroxy-1-(3-methylphenyl)ethyl]propanamide ClC=1C(=NC(=NC1)N[C@@H]1CC[C@H](CC1)O)C=1C=C2C(=NC1)CN(C2=O)[C@@H](C(=O)N[C@H](CO)C2=CC(=CC=C2)C)C